4-(4,4,5,5-tetramethyl-1,3,2-dioxaborolan-2-yl)-2,3-dihydro-1H-indole CC1(OB(OC1(C)C)C1=C2CCNC2=CC=C1)C